5-benzyloxy-2-[(4-bromo-2,6-dichloro-phenyl)methyl]-N-(3-hydroxycyclobutyl)pyridine-4-sulfonamide C(C1=CC=CC=C1)OC=1C(=CC(=NC1)CC1=C(C=C(C=C1Cl)Br)Cl)S(=O)(=O)NC1CC(C1)O